C(C)(C)OC1(CCC1)OCC(=O)NC12CC(C1)(C2)NC(OC(C)(C)C)=O tert-butyl (3-(2-(3-cis-isopropoxycyclobutoxy)acetamido)bicyclo[1.1.1]pentan-1-yl)carbamate